NC=1N=C(C2=C(N1)NC=C2)OC2=CC=C(C=C2)NC(NC(C(=O)N[C@@H](C)C2=CC=CC=C2)CCC2=CC=CC=C2)=O 2-(3-(4-((2-amino-7H-pyrrolo[2,3-d]pyrimidin-4-yl)oxy)phenyl)ureido)-4-phenyl-N-((S)-1-phenylethyl)butanamide